3-((S)-2-hydroxy-3-((R)-8-(pyrimidin-2-yl)-1-oxa-8-azaspiro[4.5]decan-3-ylamino)propoxy)-N-methylbenzenesulfonamide O[C@H](COC=1C=C(C=CC1)S(=O)(=O)NC)CN[C@H]1COC2(C1)CCN(CC2)C2=NC=CC=N2